BrC1=C(C=CC=C1)C1OC1 2-(2-bromophenyl)oxirane